4-(3-bromopropionamido)benzyl alcohol BrCCC(=O)NC1=CC=C(CO)C=C1